FC1(CC=C(CC1)C1=CN(C(C(=N1)N1CCC2(CCCC(N2C2=CC(=C(C=C2)F)F)=O)CC1)=O)C)F 9-(6-(4,4-difluorocyclohex-1-en-1-yl)-4-methyl-3-oxo-3,4-dihydropyrazin-2-yl)-1-(3,4-difluorophenyl)-1,9-diazaspiro[5.5]undecane-2-one